COCCOC(C(C)(C)OC(C1=C(C=C(C(=C1)N1C(NC(=CC1=O)C(F)(F)F)=O)F)Cl)=O)=O.NC1=CC=C(OC2=C(C=CC=C2)C2(C3=CC=CC=C3C=3C=CC=CC23)C2=C(C=CC=C2)OC2=CC=C(C=C2)N)C=C1 9,9-bis(4-aminophenoxyphenyl)fluorene 2-methoxyethyl-2-[2-chloro-5-(2,6-dioxo-4-trifluoromethyl-1,2,3,6-tetrahydropyrimidin-1-yl)-4-fluorobenzoyloxy]-2-methylpropionate